N,N'-bis(2',5'-dihexyl-2,2''-dimethyl-1,1':4',1'':4'',1'''-quaterphenyl-4-yl)-N,N'-bis(4'-propylbiphenyl-4-yl)dibenzo[d,d']naphtho[2,3-b:6,7-b']difuran-3,10-diamine C(CCCCC)C1=C(C=C(C(=C1)C1=C(C=C(C=C1)C1=CC=CC=C1)C)CCCCCC)C1=C(C=C(C=C1)N(C1=CC2=C(C3=C(O2)C=C2C=C4C(OC5=C4C=CC(=C5)N(C5=CC=C(C=C5)C5=CC=C(C=C5)CCC)C5=CC(=C(C=C5)C5=C(C=C(C(=C5)CCCCCC)C5=C(C=C(C=C5)C5=CC=CC=C5)C)CCCCCC)C)=CC2=C3)C=C1)C1=CC=C(C=C1)C1=CC=C(C=C1)CCC)C